4-((2,4-dioxo-3-(2-(trifluoromethoxy)phenyl)-3,4-dihydroquinazolin-1(2H)-yl)methyl)-N-hydroxybenzamide O=C1N(C2=CC=CC=C2C(N1C1=C(C=CC=C1)OC(F)(F)F)=O)CC1=CC=C(C(=O)NO)C=C1